C1(=CC=CC=C1)N(C1=CC=C(C=C1)C1=CC=C(C=C1)N(C1=CC2=CC=CC=C2C=C1)C1=CC=CC=C1)C1=CC2=CC=CC=C2C=C1 N,N'-diphenyl-N,N'-bis(2-naphthyl)-(1,1'-biphenyl)-4,4'-diamine